COC([C@@H](NC=1C=NC=C(C1)C#N)CO)=O (5-cyanopyridin-3-yl)serine methyl ester